[Cl-].C[N+]1(CCOCC1)CC1=CC=C(C=C1)C(=O)N1C(CCCCC1)=O 4-methyl-4-(4-((2-oxoazepan-1-yl)carbonyl)benzyl)morpholine-4-ium chloride